3-((7-chloroisoquinolin-1-yl)amino)-N-(2-morpholino-2-(pyridin-2-yl)ethyl)benzenesulfonamide ClC1=CC=C2C=CN=C(C2=C1)NC=1C=C(C=CC1)S(=O)(=O)NCC(C1=NC=CC=C1)N1CCOCC1